N'-formylformic hydrazide C(=O)NNC=O